N1N=NC(=C1)CN(C(=O)NC1=CC(=C(C=C1)F)Cl)[C@@H](C)C1=CNC(C2=CC=CC=C12)=O (S)-1-((1H-1,2,3-triazol-4-yl)methyl)-3-(3-chloro-4-fluorophenyl)-1-(1-(1-oxo-1,2-dihydroisoquinolin-4-yl)ethyl)urea